CC(=O)N[C@@H](CCC(=O)OP(=O)([O-])[O-])C(=O)[O-] The molecule is trianion of N-acetyl-L-gamma-glutamyl phosphate arising from deprotonation of carboxy and phosphate groups; major species at pH 7.3. It has a role as a human metabolite and a Saccharomyces cerevisiae metabolite. It is an organophosphate oxoanion and a N-acyl-L-alpha-amino acid anion. It is a conjugate base of a N-acetyl-L-gamma-glutamyl phosphate.